FC(F)(F)N(C=O)C(F)(F)F bis(trifluoromethyl)formamide